CC1=CC=C(C=C1)S(=O)(=O)[O-].C(C1=CC=CC=C1)OC(CCCCC[NH3+])=O 6-(benzyloxy)-6-oxohexan-1-aminium 4-methylbenzenesulfonate